2-(trifluoromethyl-pyridin-4-yl)pyrimidine-4-carboxamide FC(F)(F)C1=NC=CC(=C1)C1=NC=CC(=N1)C(=O)N